5,7-dichloro-1'-(2-{[8-(3-hydroxy-3-methylcyclobutyl)-7-oxo-5,6,7,8-tetrahydro-1,8-naphthyridin-3-yl]oxy}ethyl)-1,2-dihydrospiro[indole-3,4'-piperidin]-2-one ClC=1C=C2C(=C(C1)Cl)NC(C21CCN(CC1)CCOC=1C=NC=2N(C(CCC2C1)=O)C1CC(C1)(C)O)=O